2-[3-(3-chlorophenyl)ureido]-N-ethylbenzamide ClC=1C=C(C=CC1)NC(NC1=C(C(=O)NCC)C=CC=C1)=O